3-methyl-1,3-dihydro-2H-benzo[d]imidazol-2-one CN1C(NC2=C1C=CC=C2)=O